C(C=CC1=CC=CC=C1)(=O)OCC=CC1=CC=CC=C1 cinnamyl cinnamate